norbornanebis(methylamine) C12(C(CC(CC1)C2)CN)CN